N-(4-(2-(((1r,4r)-4-aminocyclohexyl)amino)-8-ethylquinazolin-6-yl)-3-ethyl-phenyl)-2-chloro-benzenesulfonamide NC1CCC(CC1)NC1=NC2=C(C=C(C=C2C=N1)C1=C(C=C(C=C1)NS(=O)(=O)C1=C(C=CC=C1)Cl)CC)CC